2-methoxyethyl (1S,2R,5R)-3-((3-(4-fluorophenoxy)pyrrolidin-1-yl)sulfonyl)-2-(hydroxycarbamoyl)-3,8-diazabicyclo[3.2.1]octane-8-carboxylate FC1=CC=C(OC2CN(CC2)S(=O)(=O)N2[C@H]([C@@H]3CC[C@H](C2)N3C(=O)OCCOC)C(NO)=O)C=C1